CC1=CC=C(C=C1)S(=O)(=O)OCCCCCCCCCCCCC tridecyl p-toluenesulfonate